ethylene glycol antimony phosphate P(=O)([O-])([O-])[O-].[Sb+3].C(CO)O